{6-[4-(4-ethyl-piperazin-1-ylmethyl)-phenyl]-7H-pyrrolo[2,3-d]pyrimidin-4-yl}-((R)-1-phenyl-ethyl)-amine C(C)N1CCN(CC1)CC1=CC=C(C=C1)C1=CC2=C(N=CN=C2N[C@H](C)C2=CC=CC=C2)N1